[N+](=O)([O-])C(CC(=O)O)CCCCCCCCCCC(=O)O 3-nitro-tetradecanedioic acid